C(C1=CC=CC=C1)OC1=CC(=NC2=CC=NC(=C12)Cl)C1=C(C=C(C(=C1)F)C(F)(F)F)OC1=C(C(=C(C=C1)F)F)OC 4-Benzyloxy-5-chloro-2-[2-(3,4-difluoro-2-methoxy-phenoxy)-5-fluoro-4-(trifluoromethyl)phenyl]-1,6-naphthyridine